PENTYL-CYCLOHEXANE methyl-2-((4-(3-((4-cyano-2-fluorobenzyl)oxy)-1H-pyrazol-1-yl)piperidin-1-yl)methyl)-1-((1-(fluoromethyl)cyclopropyl)methyl)-1H-benzo[d]imidazole-6-carboxylate COC(=O)C=1C=CC2=C(N(C(=N2)CN2CCC(CC2)N2N=C(C=C2)OCC2=C(C=C(C=C2)C#N)F)CC2(CC2)CF)C1.C(CCCC)C1CCCCC1